tertbutyl (3S,4S)-3-methoxy-4-(tosyloxy)pyrrolidine-1-carboxylate CO[C@H]1CN(C[C@@H]1OS(=O)(=O)C1=CC=C(C)C=C1)C(=O)OC(C)(C)C